C1(CC1)C1=CC(=NN1)NC1=NC(=NC=C1)N1C[C@H](CC1)CNC(OC(C)(C)C)=O tert-butyl (R)-((1-(4-((5-cyclopropyl-1H-pyrazol-3-yl)amino)pyrimidin-2-yl)pyrrolidin-3-yl)methyl)carbamate